CC1=CNC=C1CCC(=O)O 3-Methyl-4-carboxyethylpyrrole